ethyl-methyldiethoxysilane C(C)[Si](OCC)(OCC)C